O=C1[N+](=C2N(C(C1C1=CC(=CC=C1)C(F)(F)F)=O)C=CC=C2)CC=2C=NC=NC2 2,4-Dioxo-1-(5-pyrimidinylmethyl)-3-[3-(trifluoromethyl)-phenyl]-2H-pyrido[1,2-a]pyrimidinium